CC1=CC=C(C(=O)O)C=C1.COC(=O)C1=NOC=N1 1,2,4-oxadiazole-3-carboxylic acid methyl ester 4-methylbenzoate